tert-butyl N-[(2R)-1-[(6-nitroquinazolin-4-yl)amino]propan-2-yl]carbamate [N+](=O)([O-])C=1C=C2C(=NC=NC2=CC1)NC[C@@H](C)NC(OC(C)(C)C)=O